ethyl 3-(1,3-benzodioxol-5-yl)-3-oxo-propionate O1COC2=C1C=CC(=C2)C(CC(=O)OCC)=O